[Si](C)(C)(C(C)(C)C)OCCSCCNC(OC(C)(C)C)=O tert-butyl N-[2-[2-[tert-butyl(dimethyl)silyl]oxyethylsulfanyl]ethyl]carbamate